o-toluidine maleate C(\C=C/C(=O)O)(=O)O.NC=1C(=CC=CC1)C